chloro-1-chlorocyclopropane ClC1(CC1)Cl